6-CHLORO-5-METHOXYPYRIDINE-3-BORONIC ACID ClC1=C(C=C(C=N1)B(O)O)OC